4-(3,8-Diazabicyclo[3.2.1]octan-3-yl)-8-fluoro-7-(7-fluoro-3-hydroxy-8-((triisopropylsilyl)ethynyl)naphthalen-1-yl)-5-methoxy-1-methylpyrido[4,3-d]pyrimidin-2(1H)-one C12CN(CC(CC1)N2)C=2C1=C(N(C(N2)=O)C)C(=C(N=C1OC)C1=CC(=CC2=CC=C(C(=C12)C#C[Si](C(C)C)(C(C)C)C(C)C)F)O)F